ethylenebis(2-carbamoyl-4-methyl-2-oxazoline) C(CC1(N=C(OC1)C(N)=O)C)C1(N=C(OC1)C(N)=O)C